[(Z)-1-Aminoethylideneamino] (2S,5'R)-7-chloro-1'-methoxy-5-methyl-3,3'-dioxo-4-(2-tetrahydropyran-2-yloxyethoxy)spiro[benzofuran-2,6'-cyclohexene]-6-carboxylate ClC1=C(C(=C(C=2C([C@@]3(CCC(C=C3OC)=O)OC21)=O)OCCOC2OCCCC2)C)C(=O)O\N=C(\C)/N